guanyl-glycinamide C(N)(=N)NCC(=O)N